CS(=O)(=O)O.C(C)N1CN(C=C1)C 1-ethyl-3-methylimidazole methanesulfonate salt